1-[6-[5-[6-[(4-methylpiperazin-1-yl)methyl]pyridazin-3-yl]oxybenzimidazol-1-yl]-2-[3-methyl-1-(2,2,2-trifluoroethyl)pyrazol-4-yl]-3-pyridyl]ethanol CN1CCN(CC1)CC1=CC=C(N=N1)OC1=CC2=C(N(C=N2)C2=CC=C(C(=N2)C=2C(=NN(C2)CC(F)(F)F)C)C(C)O)C=C1